[N+](=O)(OCC1=CC(=CC=C1)N1C(C2=CC=CC=C2C1=O)=O)[O-] 3-(1,3-dioxoisoindolin-2-yl)benzyl nitrate